(1R,2S,5R)-5-(tert-butoxymethyl)-3-(2-chloro-4-(((R)-2,3-dihydro-1H-inden-1-yl)amino)pyrrolo[2,1-f][1,2,4]triazin-7-yl)cyclopent-3-ene-1,2-diol C(C)(C)(C)OC[C@H]1C=C([C@@H]([C@@H]1O)O)C1=CC=C2C(=NC(=NN21)Cl)N[C@@H]2CCC1=CC=CC=C21